CC(C)(COP(=O)(O)OP(=O)(O)OC[C@@H]1[C@H]([C@H]([C@@H](O1)N2C=NC3=C(N=CN=C32)N)O)OP(=O)(O)O)[C@H](C(=O)NCCC(=O)NCCSC=O)O The molecule is an acyl-CoA that results from the formal condensation of the thiol group of coenzyme A with the carboxy group of formic acid. It has a role as an Escherichia coli metabolite. It derives from a formic acid. It is a conjugate acid of a formyl-CoA(4-).